CC1([C@@H]([C@H]1C1=NC(=NO1)C1=C(C=CC=C1)C(F)(F)F)C1=CC=C(C=C1)S(=O)(=O)N)C 4-[(1R,3R)-2,2-dimethyl-3-{3-[2-(trifluoromethyl)phenyl]-1,2,4-oxadiazol-5-yl}cyclopropyl]benzenesulfonamide